COC=1C(=CC2=CC=CC(=C2C1)OC)C(=O)O 3,5-dimethoxy-2-naphthoic acid